Cl.COC=1C(=NC(=CN1)C1=CN=CN1C)C(=O)O 3-methoxy-6-(1-methyl-1H-imidazol-5-yl)pyrazine-2-carboxylic acid hydrochloride